BrC1=CC2=C(N=C(O2)C(=O)NC2CN(C2)C(=O)OC(C)(C)C)C(=C1)F tert-butyl 3-[(6-bromo-4-fluoro-1,3-benzoxazole-2-carbonyl)amino]azetidine-1-carboxylate